BrC1=NC(=CC=C1N1[C@@H](CN(CC1)C(=O)O)C)C(NC)=O (3R)-4-[2-bromo-6-(methylcarbamoyl)pyridin-3-yl]-3-methylpiperazine-1-carboxylic acid